C(C)(C)(C)OC(=O)N1C[C@H]([C@@H](CC1)OC1=CC(=CC=C1)C(F)(F)F)O trans-3-hydroxy-4-(3-(trifluoromethyl)phenoxy)piperidine-1-carboxylic acid tert-butyl ester